ClC=1C=CC2=C(C[C@H](CC=3N2C(=NN3)[C@@H]3CC[C@H](CC3)C(F)(F)F)OC)C1 (5R)-8-Chloro-5-methoxy-1-[trans-4-(trifluoromethyl)cyclohexyl]-5,6-dihydro-4H-[1,2,4]triazolo[4,3-a][1]benzazepin